OB1OCC2=C1C=CC(=C2)\C=N\N(C=2C1=C(N=CN2)C=CS1)CC(C)C N-[(E)-(1-hydroxy-3H-2,1-benzoxaborol-5-yl)methyleneamino]-N-isobutyl-thieno[3,2-d]pyrimidin-4-amine